tert-Butyl 2-[(1-acetyl-4-piperidyl)amino]-6-cyclohexyl-pyridine-4-carboxylate C(C)(=O)N1CCC(CC1)NC1=NC(=CC(=C1)C(=O)OC(C)(C)C)C1CCCCC1